rac-3-(((7-(fluoromethyl)-1,4-dioxaspiro[4.5]decan-7-yl)methyl)amino)-4-nitrobenzonitrile FC[C@]1(CC2(OCCO2)CCC1)CNC=1C=C(C#N)C=CC1[N+](=O)[O-] |r|